tert-butyl (1-(4-chloropyridin-3-yl)-6-oxopiperidin-3-yl)carbamate ClC1=C(C=NC=C1)N1CC(CCC1=O)NC(OC(C)(C)C)=O